CC1OC2=C(C(N1)=O)C=NC=N2 2-methyl-2,3-dihydro-4H-pyrimido[5,4-e][1,3]oxazin-4-one